C1(CC1)C1=C(C(=NO1)C1=C(C=CC=C1Cl)Cl)CP(OCC)(OCC)=O diethyl ((5-cyclopropyl-3-(2,6-dichlorophenyl)isoxazol-4-yl)methyl)phosphonate